rac-(4aR,8aS)-6-(4-((2-Chloro-4-fluorophenoxy)methyl)piperidine-1-carbonyl)hexahydro-2H-pyrido[4,3-b][1,4]oxazin-3(4H)-one ClC1=C(OCC2CCN(CC2)C(=O)N2C[C@@H]3[C@@H](OCC(N3)=O)CC2)C=CC(=C1)F |r|